Cl.N(=NC(C(=N)N)(C)C)C(C(=N)N)(C)C 2,2'-azobis(2-methylpropionamidine) hydrochloride